OCC1=NC2=CC3=C(C=C2C(N1)=O)[C@H](CC3)N(CC#C)C3=CC=C(C(=O)N[C@@H](CCC(=O)N[C@H](CCC(=O)O)C(=O)O)C(=O)O)C=C3 N-{N-{4-[N-((6S)-2-Hydroxymethyl-4-oxo-3,4,7,8-tetrahydro-6H-cyclopenta[g]quinazolin-6-yl)-N-(prop-2-ynyl)amino]benzoyl}-L-γ-glutamyl}-D-glutamic acid